ethyldimethoxy(N-methylacetamido)silane C(C)[Si](N(C(C)=O)C)(OC)OC